3-[1-[[3,5-bis(trifluoromethyl)benzoyl]amino]ethyl]-N-(2-cyanoethyl)pyrazine-2-carboxamide FC(C=1C=C(C(=O)NC(C)C=2C(=NC=CN2)C(=O)NCCC#N)C=C(C1)C(F)(F)F)(F)F